ClC1=CC=C(C=C1)CC(C(C(C)(C)C)O)N1N=CN=C1 1-(4-chlorophenyl)-4,4-dimethyl-2-(1H-1,2,4-triazole-1-yl)pentan-3-ol